COC=1C=C2CCN(CC2=CC1OC)CCC1=CC=C(C=C1)NC(=O)C1=C(C=CC=C1)NC(=O)C12CC3CC(CC(C1)C3)C2 N-(2-((4-(2-(6,7-dimethoxy-3,4-dihydroisoquinolin-2(1H)-yl)ethyl)phenyl)carbamoyl)phenyl)adamantane-1-carboxamide